[Al].[Al].[Al].[Al].[Ce] cerium tetraaluminum